BrC=1C(=CC(=C(C(=O)OCC)C1)CBr)F ethyl 5-bromo-2-(bromomethyl)-4-fluorobenzoate